(S)-1-(4-((12-methyl-2,5,8,11-tetraoxatridec-13-yl)oxy)phenyl)ethanone C[C@H](OCCOCCOCCOC)COC1=CC=C(C=C1)C(C)=O